5-{2-amino-[1,2,4]triazolo[1,5-a]pyridin-7-yl}-N-{[2-(cyclopropylmethoxy)-6-fluorophenyl]methyl}-2-methoxy-6-methylpyridine-3-carboxamide NC1=NN2C(C=C(C=C2)C=2C=C(C(=NC2C)OC)C(=O)NCC2=C(C=CC=C2F)OCC2CC2)=N1